4-(3,5-dimethoxy-4-(piperazin-1-ylmethyl)phenyl)-2-methyl-2,7-naphthyridin-1(2H)-one COC=1C=C(C=C(C1CN1CCNCC1)OC)C1=CN(C(C2=CN=CC=C12)=O)C